C[C@@H]1C(N(C2=C(O1)C=C(C(=C2)C(F)(F)F)NC(OC(C)(C)C)=O)[C@@H](C)C2=CC=CC=C2)=O tert-butyl ((R)-2-methyl-3-oxo-4-((S)-1-phenylethyl)-6-(trifluoromethyl)-3,4-dihydro-2H-benzo[b][1,4]oxazin-7-yl)carbamate